copper-tin-zinc-lead [Pb].[Zn].[Sn].[Cu]